C1(CC1)C(C=1C=C(C(=O)OC)C=C(C1)C(F)(F)F)(F)F methyl 3-[cyclopropyl(difluoro) methyl]-5-(trifluoromethyl)benzoate